Epoxy-Propane CC1CO1